N1C(C=CC=C1)C 1H-picoline